tert-butyl-4-[4-fluoro-5-([2-methylimidazo[1,2-a]pyrazin-6-yl]carbamoyl)thiophen-2-yl]-2-methylpiperazine-1-carboxylate C(C)(C)(C)OC(=O)N1C(CN(CC1)C=1SC(=C(C1)F)C(NC=1N=CC=2N(C1)C=C(N2)C)=O)C